FC=1C=C(C=CC1OC=1C2=C(SC1C(C1=C(C=C(C=C1)F)C)=O)C=C(C=C2)O)/C=C/C(=O)O (E)-3-(3-Fluoro-4-((2-(4-fluoro-2-methylbenzoyl)-6-hydroxybenzo[b]thiophen-3-yl)oxy)phenyl)acrylic acid